C(=O)O.C1(CC1)N1C(=NC(=C1)C(F)(F)F)C1=CC=C(CN2C(C(=NC=3C=NC(=NC23)C=2C(=NC=NC2OC)C2CC2)N2CCN(CC2)C)=O)C=C1 8-(4-(1-cyclopropyl-4-(trifluoromethyl)-1H-imidazol-2-yl)benzyl)-2-(4-cyclopropyl-6-methoxypyrimidin-5-yl)-6-(4-methylpiperazin-1-yl)pteridin-7(8H)-one formate